C(C)NC1=NC=C(C(=N1)NC=1C2=C(NN1)C(N(C2)C(=O)N2[C@H](CN([C@@H](C2)C)CCCOC)C)(C)C)F N2-ethyl-5-fluoro-N4-(5-{[(2S,5R)-4-(3-methoxypropyl)-2,5-dimethylpiperazin-1-yl]carbonyl}-6,6-dimethyl-1,4,5,6-tetrahydropyrrolo[3,4-c]pyrazol-3-yl)pyrimidine-2,4-diamine